ethyl 5-((furan-2-ylmethyl)amino)-8-phenylimidazo[1,5-c]pyrimidine-1-carboxylate O1C(=CC=C1)CNC1=NC=C(C=2N1C=NC2C(=O)OCC)C2=CC=CC=C2